2-methyl-N-[(1S)-2-[4-(2-methylimidazol-1-yl)anilino]-1-[(1R)-7-[2-[(1R,4R)-2-oxa-5-azabicyclo[2.2.1]heptan-5-yl]-4-pyridyl]tetralin-1-yl]-2-oxo-ethyl]pyrazole-3-carboxamide CN1N=CC=C1C(=O)N[C@H](C(=O)NC1=CC=C(C=C1)N1C(=NC=C1)C)[C@@H]1CCCC2=CC=C(C=C12)C1=CC(=NC=C1)N1[C@H]2CO[C@@H](C1)C2